2,5-bis(tert-butylperoxy)2,5-dimethylhexane C(C)(C)(C)OOC(C)(CCC(C)(C)OOC(C)(C)C)C